4-(2-hydroxyethyl)-1,5-dimethyl-1H-pyrazole-3-carboxylic acid ethyl ester C(C)OC(=O)C1=NN(C(=C1CCO)C)C